copper-nickel-tungsten [W].[Ni].[Cu]